FC1=CC(=CC2=C1N=C(S2)NC(=O)C2CN(CCC2)C2=CC(=NC=C2)C)F N-(4,6-difluoro-1,3-benzothiazol-2-yl)-1-(2-methylpyridin-4-yl)piperidine-3-carboxamide